O1C=CC2=C1C=CC(=C2)NC(=O)NC2=C(C=C(C=C2)O)Cl 1-(benzofuran-5-yl)-3-(2-chloro-4-hydroxyphenyl)urea